(S)-2-((2-(3-fluoropyrrolidin-1-yl)ethyl)thio)-1,4-dihydroquinazoline F[C@@H]1CN(CC1)CCSC=1NC2=CC=CC=C2CN1